P(=O)(O)(O)O[C@H]1[C@H]([C@@H](O[C@@H]1CO)N1C=NC=2C(N)=NC(=NC12)N)OC 2-Amino-2'-O-methyladenosine-3'-phosphate